FC1=CC=C(C=C1)[C@@H]1N(CCC2=CC=CC=C12)C(=O)[C@@H]1CC(CO1)=O (S)-5-((S)-1-(4-fluorophenyl)-1,2,3,4-tetrahydroisoquinoline-2-carbonyl)dihydrofuran-3(2H)-one